[Si](C1=CC=CC=C1)(C1=CC=CC=C1)(C(C)(C)C)OC[C@@H]1CO[C@@H](CN1C(=O)OC(C)(C)C)C(NC(C)(C)C1=C(C=C(C=C1)F)C(F)(F)F)=O tert-butyl (2S,5S)-5-(((tert-butyldiphenylsilyl)oxy)methyl)-2-((2-(4-fluoro-2-(trifluoromethyl)phenyl)propan-2-yl)carbamoyl)morpholine-4-carboxylate